(S)-3,5-difluoro-4-(6-fluoro-7-methyl-3-(morpholin-2-ylmethyl)imidazo[1,2-a]pyridin-2-yl)-N,N-bis(4-methoxybenzyl)benzenesulfonamide FC=1C=C(C=C(C1C=1N=C2N(C=C(C(=C2)C)F)C1C[C@H]1CNCCO1)F)S(=O)(=O)N(CC1=CC=C(C=C1)OC)CC1=CC=C(C=C1)OC